2-((R)-1-(((S)-tert-butylsulfinyl)amino)-2,3-dihydro-1H-inden-1-yl)acetic acid C(C)(C)(C)[S@](=O)N[C@]1(CCC2=CC=CC=C12)CC(=O)O